C1(=CC=CC=C1)C1=NC(=NC(=N1)C1=CC=CC=C1)C=1C=C(C=CC1)C1=C2C=3C=C(C=CC3N(C2=CC=C1)C1=CC=CC=C1)C1=CC=CC=C1 5-(3-(4,6-diphenyl-1,3,5-triazin-2-yl)phenyl)-3,9-diphenyl-9H-carbazole